C(#N)C=1C=NN2C1C(=CC(=C2)C=2C=NN(C2)[C@@H]2CN(CCC2)C(=O)OC(C)(C)C)SC=2C=CC=C1C=NN(C21)COCC[Si](C)(C)C tert-butyl (3S)-3-[4-[3-cyano-4-[1-(2-trimethylsilylethoxymethyl)indazol-7-yl]sulfanyl-pyrazolo[1,5-a]pyridin-6-yl]pyrazol-1-yl]piperidine-1-carboxylate